3-methyl-1-phenyl-5-[(4-thiazol-4-ylphenoxy)methyl]pyrazole CC1=NN(C(=C1)COC1=CC=C(C=C1)C=1N=CSC1)C1=CC=CC=C1